(1-(isopropylimino)ethyl)Pyridine C(C)(C)N=C(C)C1=NC=CC=C1